[Si](C)(C)(C(C)(C)C)O[C@H]1C[C@@H](O[C@@]1(CO)CCl)N1C(NC(C(=C1)F)=O)=O 1-[(2R,4S,5R)-4-[(tert-butyldimethylsilyl)oxy]-5-(chloromethyl)-5-(hydroxymethyl)oxolan-2-yl]-5-fluoro-3H-pyrimidine-2,4-dione